N-((1S)-1-(6-(2-cyano-6-(trifluoromethyl)phenyl)-1-cyclobutyl-5-fluoro-1H-pyrrolo[2,3-b]pyridin-3-yl)-2,2-difluoroethyl)cyclopropanesulfonamide C(#N)C1=C(C(=CC=C1)C(F)(F)F)C1=C(C=C2C(=N1)N(C=C2[C@@H](C(F)F)NS(=O)(=O)C2CC2)C2CCC2)F